(R)-4-(3-(3-cyclopropyl-1H-indazol-5-yl)imidazo[1,2-b]pyridazin-6-yl)-3-methylmorpholine C1(CC1)C1=NNC2=CC=C(C=C12)C1=CN=C2N1N=C(C=C2)N2[C@@H](COCC2)C